P(=O)([O-])([O-])[O-].[F-].[Na+].[V+5] vanadium sodium fluoride phosphate